FC1=CC=C(C=C1)/C=C/C=1C=C2C(C=C(OC2=CC1)N1CCOCC1)=O 6-[(E)-2-(4-fluorophenyl)ethenyl]-2-morpholin-4-ylchromen-4-one